C(C)OC(=O)C=1C2=C(C(NC1C)=O)SC=C2OC 3-methoxy-5-methyl-7-oxo-6,7-dihydrothieno[2,3-c]pyridine-4-carboxylic acid ethyl ester